NC=1C=C2CCC(N(C2=CC1)CC1=CC(=CC=C1)C)=O 6-amino-1-[(3-methylphenyl)methyl]-3,4-dihydroquinolin-2-one